CC(C=CC#N)(C)C1=NC=CC=C1 4-methyl-4-(pyridin-2-yl)pent-2-enenitrile